CC1=CC(=NC(=C1)C)NC1=CC(=CC=2N(C(=NC21)C2CCS(CC2)(=O)=O)C)C2=CC=C(C=C2)N2CCN(CC2)C(C)C 4-(4-((4,6-dimethylpyridin-2-yl)amino)-6-(4-(4-isopropylpiperazin-1-yl)phenyl)-1-methyl-1H-benzo[d]imidazol-2-yl)tetrahydro-2H-thiopyran 1,1-dioxide